2-(methylthio)-1-(2-(4-(o-tolyl)-1H-imidazol-2-yl)piperidin-1-yl)propan-1-one CSC(C(=O)N1C(CCCC1)C=1NC=C(N1)C1=C(C=CC=C1)C)C